ClC=1C=C(NC2=NC=C(C(=N2)N[C@H](CO)C2=CC=CC=C2)C(=O)OCC)C=CC1C(NC)=O ethyl 2-[3-chloro-4-(methylcarbamoyl)anilino]-4-[[(1S)-2-hydroxy-1-phenyl-ethyl]amino]pyrimidine-5-carboxylate